3-((6-chloro-2-cyclopropyl-7-fluoro-1-(1-(hex-5-yn-1-yl)-1H-pyrazol-4-yl)-1H-indol-3-yl)thio)-2-fluorobenzoic acid sodium salt [Na+].ClC1=CC=C2C(=C(N(C2=C1F)C=1C=NN(C1)CCCCC#C)C1CC1)SC=1C(=C(C(=O)[O-])C=CC1)F